lead triiodide [Pb](I)(I)I